C(C)OP(=O)(OCC)C(C=1C=C2C=C(N=CC2=CC1C)N(C(OC(C)(C)C)=O)CCCC(F)(F)F)(F)F tert-butyl (6-((diethoxyphosphoryl)difluoromethyl)-7-methylisoquinolin-3-yl)(4,4,4-trifluorobutyl)carbamate